1-methyl-4-[4-(piperidin-4-yl)-1H-pyrrolo[2,3-b]pyridin-2-yl]piperidine CN1CCC(CC1)C1=CC=2C(=NC=CC2C2CCNCC2)N1